N-(4-(5-(2-(Cyclopropylmethoxy)-6-methylpyrimidin-4-yl)-1,3,4-oxadiazol-2-yl)-3-(6-azaspiro[2.5]octan-6-yl)phenyl)-2-hydroxyethane-1-sulfonamide C1(CC1)COC1=NC(=CC(=N1)C1=NN=C(O1)C1=C(C=C(C=C1)NS(=O)(=O)CCO)N1CCC2(CC2)CC1)C